BrC=1C=C2C(=C(C(N(C2=CC1F)C)=O)C(=O)N)N1CCC(CC1)C=1OC2=C(N1)C=C(C=C2)C 6-bromo-7-fluoro-1-methyl-4-[4-(5-methyl-1,3-benzoxazol-2-yl)piperidin-1-yl]-2-oxo-1,2-dihydroquinoline-3-carboxamide